(E)-N-methyl-1-(1-(4-(4-((2-(4-(trifluoromethyl)styryl)oxazol-4-yl)methoxy)phenyl)butyl)-1H-1,2,3-triazol-4-yl)methanamine CNCC=1N=NN(C1)CCCCC1=CC=C(C=C1)OCC=1N=C(OC1)\C=C\C1=CC=C(C=C1)C(F)(F)F